CC(=O)N[C@@H]1[C@H]([C@@H]([C@H](O[C@H]1O[C@@H]2[C@H](OC([C@@H]([C@H]2O)NC(=O)C)O)CO)CO)O[C@H]3[C@H]([C@H]([C@@H]([C@H](O3)CO)O)O)O)O The molecule is an amino trisaccharide consisting of beta-D-mannopyranosyl, 2-acetamido-beta-D-glucopyranosyl and 2-acetamido-D-glucopyranosyl residues joined sequentially by (1->4) glycosidic linkages. It is an amino sugar, an amino trisaccharide and a glucosamine oligosaccharide.